NC1=C(C(NC2=C(C=CC=C12)C1=NC=C(C=C1F)F)=O)C(=O)NCCC 4-amino-8-(3,5-difluoro-2-pyridinyl)-2-oxo-N-propyl-1H-quinoline-3-carboxamide